5-(2-fluoro-6-hydroxy-3-(1-(1-methylcyclopropyl)-1H-pyrazol-4-yl)phenyl)-1,2,5-thiadiazolidin-3-one 1,1-dioxide FC1=C(C(=CC=C1C=1C=NN(C1)C1(CC1)C)O)N1CC(NS1(=O)=O)=O